2-((1-(2-(3-methoxyphenyl)-7-methyl-4-oxo-4H-pyrido[1,2-a]pyrimidin-9-yl)ethyl)amino)benzoic acid COC=1C=C(C=CC1)C=1N=C2N(C(C1)=O)C=C(C=C2C(C)NC2=C(C(=O)O)C=CC=C2)C